rac-1-(5-methylpyridin-2-yl)ethanamine CC=1C=CC(=NC1)[C@@H](C)N |r|